P(=O)([O-])([O-])[O-].[Al+3].[Li+].[Pb+2].P(=O)([O-])([O-])[O-] lead-lithium aluminum phosphate